O=C1[C@@H](NC(CN1)=O)CNC(O[C@H]1[C@H](NC[C@@H]1O)CC1=CC=C(C=C1)OC)=O (2R,3S,4S)-4-hydroxy-2-[(4-methoxyphenyl)methyl]pyrrolidin-3-yl N-{[(2S)-3,6-dioxopiperazin-2-yl]methyl}carbamate